3-(6-fluoropyridin-3-yl)-6-(2,5,6-trimethylpyrimidin-4-yl)-5,6,7,8-tetrahydro-1,6-naphthyridine FC1=CC=C(C=N1)C=1C=NC=2CCN(CC2C1)C1=NC(=NC(=C1C)C)C